OC1=CC=C(C=C1)C(C)O (p-hydroxyphenyl)-1-ethanol